Cl\C(=C/C=1N=NN(C1C)C1=C(C=C(C=C1)C(F)(F)F)S(=O)(=O)CC)\C(F)(F)F (Z)-4-(2-chloro-3,3,3-trifluoroprop-1-en-1-yl)-1-(2-(ethylsulfonyl)-4-(trifluoromethyl)phenyl)-5-methyl-1H-1,2,3-triazole